NC1=CC=C(C=C1)N1CCN(CC1)CC1CN(CCC1)C1C(NC(CC1)=O)=O 3-((4-(4-aminophenyl)piperazin-1-yl)methyl)-[1,3'-bipiperidine]-2',6'-dione